C(C)(C)(C)[Sn](N(C(C)=O)C)(N(C(C)=O)C)N(C(C)=O)C t-butyltris(N-methylacetamido)tin (IV)